2-amino-1-(3-hydroxy-2,6-dimethylphenyl)-6,9-dimethyl-4,6-dihydro-1,4,5,6,8,10-hexaazabenzo[cd]cyclopenta[f]azulen-3(1H)-one NC1N(C2=C3C(NN=C3N(C=C3C2=NC(=N3)C)C)C1=O)C1=C(C(=CC=C1C)O)C